2-(4-(2-pyrimidinyl)phenoxymethyl)-3-fluoroallylamine trifluoroacetate FC(C(=O)O)(F)F.N1=C(N=CC=C1)C1=CC=C(OCC(CN)=CF)C=C1